CC1=C(C=NC=C1)C1=CC=2N(C(=C1)C(=O)NC=1SC=C(N1)C)N=CC2 5-(4-Methylpyridin-3-yl)-N-(4-methylthiazol-2-yl)pyrazolo[1,5-a]pyridine-7-carboxamide